C(C)(=O)O[C@@H]1[C@H](O[C@H]([C@@H]([C@H]1OC(C)=O)OC(C)=O)OC1=C(C=C(C=C1)CO)CNC(CCN)=O)C(=O)OCC=C (2S,3S,4S,5R,6S)-2-((allyloxy)carbonyl)-6-(2-((3-aminopropanamido)methyl)-4-(hydroxymethyl)phenoxy)tetrahydro-2H-pyran-3,4,5-triyl triacetate